(3R,4S,6bS,8aS,11R,12aR,12bS,14aR)-4-methoxy-4,6b,8a,11,12b,14a-hexamethyl-11-(methylcarbamoyl)-2-oxo-2,3,4,6b,7,8,8a,9,10,11,12,12a,12b,13,14,14a-hexadecahydropicen-3-yl butyrate C(CCC)(=O)O[C@H]1C(C=C2[C@@]3(CC[C@]4([C@@H]5C[C@@](CC[C@@]5(CC[C@@]4(C3=CC=C2[C@]1(C)OC)C)C)(C(NC)=O)C)C)C)=O